ClC1=CC=2C(=NN(N2)C2=C(C(=CC(=C2)C)C(C)(C)C)O)C=C1 2-(5-chloro-2H-benzotriazole-2-yl)-6-t-butyl-4-methylphenol